2-methoxy-4-[(3S)-3-methyl-2,3,4,5-tetrahydropyridin-6-yl]pyridine COC1=NC=CC(=C1)C=1CC[C@@H](CN1)C